CCCC(CCCCCCCC)OP([O-])[O-] 4-dodecylphosphite